6-Chloro-1-(5-fluoro-2-methoxy-4-((4-methoxybenzyl)oxy)phenyl)-1H-pyrazolo[4,3-c]pyridine-3-carbaldehyde ClC1=CC2=C(C=N1)C(=NN2C2=C(C=C(C(=C2)F)OCC2=CC=C(C=C2)OC)OC)C=O